N1C=NC(=C1)C1CCN(CC1)C 4-(1H-imidazol-4-yl)-1-methylpiperidine